1-(3-((3,3-difluoropyrrolidin-1-yl)methyl)phenyl)-4-methylpiperazine FC1(CN(CC1)CC=1C=C(C=CC1)N1CCN(CC1)C)F